dimethyl-ammonium chloride phosphate sodium salt [Na+].P(=O)([O-])(O)O.[Cl-].C[NH2+]C